5-[2-fluoro-6-hydroxy-4-[[(6-methyl-4-phenoxy-2-pyridinyl)amino]methyl]phenyl]-1,1-dioxo-1,2,5-thiadiazolidin-3-one FC1=C(C(=CC(=C1)CNC1=NC(=CC(=C1)OC1=CC=CC=C1)C)O)N1CC(NS1(=O)=O)=O